tert-Butyl (R)-4-(4-bromo-5-fluoro-1H-indazole-7-carbonyl)-3-(hydroxymethyl)piperazine-1-carboxylate BrC1=C2C=NNC2=C(C=C1F)C(=O)N1[C@H](CN(CC1)C(=O)OC(C)(C)C)CO